C1(CC1)OC1=NNC=C1 3-cyclopropoxy-1H-pyrazole